benzyl [(1r,4r)-4-(4-hydroxy-1H-pyrazol-1-yl)cyclohexyl]carbamate OC=1C=NN(C1)C1CCC(CC1)NC(OCC1=CC=CC=C1)=O